5-(((1R,2S)-2-fluorocyclopropane-1-carboxamido)benzo[d]oxazol-2-yl)picolinic acid F[C@@H]1[C@H](C1)C(=O)NC1=CC=CC2=C1N=C(O2)C=2C=CC(=NC2)C(=O)O